1-(4-amino-1,2,5-oxadiazol-3-yl)-2-(3,4-dichlorophenyl)ethan-1-one NC=1C(=NON1)C(CC1=CC(=C(C=C1)Cl)Cl)=O